FC(C1CCN(CC1)C(=O)NC1=CN=NC=C1)(S(=O)(=O)C1=CC(=CC=C1)C(F)(F)F)F 4-(difluoro((3-(trifluoro-methyl)phenyl)sulfonyl)methyl)-N-(pyridazin-4-yl)piperidine-1-carboxamide